C(N)(=O)C1CN(CC1)C(=O)C1CCN(CC1)C(=O)C1=C(C=C(C=C1)NC(=O)C=1N(C(=CN1)C1=C(C(=C(C=C1)OC(F)F)F)F)C)Cl N-[4-[4-(3-carbamoylpyrrolidine-1-carbonyl)piperidine-1-carbonyl]-3-chloro-phenyl]-5-[4-(difluoromethoxy)-2,3-difluoro-phenyl]-1-methyl-imidazole-2-carboxamide